C(C)C=1SC=C(N1)CC1=CC(=NC=C1)C(=O)N[C@@H]1C(N(C2=C(OC1)C=CC(=C2)C#CC2(COC2)O)C)=O (S)-4-((2-ethylthiazol-4-yl)methyl)-N-(7-((3-hydroxyoxetan-3-yl)ethynyl)-5-methyl-4-oxo-2,3,4,5-tetrahydrobenzo[b][1,4]oxazepin-3-yl)picolinamide